C(CCCCCC\C=C/C\C=C/C\C=C/C\C=C/CC)OC1OCCCC1 2-(((8Z,11Z,14Z,17Z)-icosa-8,11,14,17-tetraen-1-yl)oxy)tetrahydro-2H-pyran